O1C(OCC1)C1=C(C=CC=C1OCC1=CC=C(C=C1)OC)N1N=CC(=C1)C=1C=C(C(=O)OC)C=CN1 methyl 2-(1-(2-(1,3-dioxolan-2-yl)-3-((4-methoxybenzyl)oxy)phenyl)-1H-pyrazol-4-yl)isonicotinate